ClCC[C@H](O)C=1SC(=CC1)Cl (S)-3-chloro-1-(5-chlorothien-2-yl)propan-1-ol